2-(6-(2-chloro-6-cyclopropyl-5-fluoro-7H-pyrrolo[2,3-d]pyrimidin-7-yl)pyridin-2-yl)propan-2-ol ClC=1N=CC2=C(N1)N(C(=C2F)C2CC2)C2=CC=CC(=N2)C(C)(C)O